O1C2=C(OC[C@@H]1CN1CCN(CC1)C1=NN(C(=C1C(C)(C)O)C)C)C=CC=C2 (S)-2-(3-(4-((2,3-dihydrobenzo[b][1,4]dioxin-2-yl)methyl)piperazin-1-yl)-1,5-dimethyl-1H-pyrazol-4-yl)propan-2-ol